3-iodo-4-methanesulfonylphenol IC=1C=C(C=CC1S(=O)(=O)C)O